ClC1=C(C=CC2=C1C(=NC(C=1N2N=C(N1)C(=O)O)C)C1=C(C=CC=C1F)F)C(F)(F)F 7-chloro-6-(2,6-difluorophenyl)-4-methyl-8-(trifluoromethyl)-4H-[1,2,4]triazolo[1,5-a][1,4]benzodiazepine-2-Formic acid